BrC1=CC=C(S1)C#N 5-bromothiophen-2-carbonitrile